6-((5-chloropyridin-3-yl)oxy)-2-azaspiro[3.3]heptane-2-carboxylic acid tert-butyl ester C(C)(C)(C)OC(=O)N1CC2(C1)CC(C2)OC=2C=NC=C(C2)Cl